5,6,7,8-tetrahydro-2H-phthalazin-1-one C1(NN=CC=2CCCCC12)=O